ClC=1C(=NC(=NC1)N[C@@H]1C[C@H]2CO[C@@H]([C@H]1O)N2S(=O)(=O)C=2C=NC=CC2)C=2C=C(C1=C(N(C(=N1)C(C)(C)O)C(C)C)C2)F (1S,3R,4S,5S)-3-((5-chloro-4-(4-fluoro-2-(2-hydroxypropan-2-yl)-1-isopropyl-1H-benzo[d]imidazol-6-yl)pyrimidin-2-yl)amino)-8-(pyridin-3-ylsulfonyl)-6-oxa-8-azabicyclo[3.2.1]octan-4-ol